4,4'-((4-(dimethylcarbamoyl)pyridine-2,6-diyl)bis(1H-1,2,3-triazole-4,1-diyl))bis(2-hydroxybenzoic acid) CN(C(=O)C1=CC(=NC(=C1)C=1N=NN(C1)C1=CC(=C(C(=O)O)C=C1)O)C=1N=NN(C1)C1=CC(=C(C(=O)O)C=C1)O)C